COC(=O)C1CC(=NO1)C1=NC=CC=C1F (3-Fluoropyridin-2-yl)-4,5-Dihydroisoxazole-5-carboxylic acid methyl ester